tert-butyl (2R,3S)-3-((N,N-dimethylsulfamoyl)amino)-2-((((R)-4-(4,4,5,5-tetramethyl-1,3,2-dioxaborolan-2-yl)cyclohex-3-en-1-yl)oxy)methyl)piperidine-1-carboxylate CN(S(=O)(=O)N[C@@H]1[C@@H](N(CCC1)C(=O)OC(C)(C)C)CO[C@H]1CC=C(CC1)B1OC(C(O1)(C)C)(C)C)C